N-(2-(4-((dimethylamino)methyl)-4-methyl-piperidin-1-yl)-5-methoxyphenyl)-5-(tetrahydro-2H-pyran-4-yl)furan-2-carboxamide CN(C)CC1(CCN(CC1)C1=C(C=C(C=C1)OC)NC(=O)C=1OC(=CC1)C1CCOCC1)C